O=C1NC(CCC1N1C(C2=CC=C(C=C2C1=O)C1C(CN1)C=1C(=C(C=CC1)C1(CCC(CC1)NC(=O)N)NC1=NC2=CC=CC=C2C=N1)N1CCNCC1)=O)=O 4-(4-(2-(2,6-dioxopiperidin-3-yl)-1,3-dioxoisoindol-5-yl)azetidin-3-yl(piperazin-1-yl)phenyl)-1-((1r,4r)-4-(quinazolin-2-ylamino)cyclohexyl)urea